9-(2-cyclopropylethynyl)-5-(6,7-difluoro-1-methyl-[1,2,4]triazolo[4,3-a]quinazolin-5-yl)-3,4-dihydro-2H-pyrido[4,3-b][1,4]oxazepine C1(CC1)C#CC1=CN=CC2=C1OCCCN2C2=NC=1N(C3=CC=C(C(=C23)F)F)C(=NN1)C